1-(2-Octylcyclopropyl)heptadecan-8-one C(CCCCCCC)C1C(C1)CCCCCCCC(CCCCCCCCC)=O